BrC(CCC(CCOCOCOCCC(CCC(CC)Br)OC=CCCCC)OC=CCCCC)CC (3Z)-6-bromo-3-hexenyloxyoctyloxymethyl ether